benzyl 9-((4-(((9H-fluoren-9-yl) methoxy) carbonyl) piperazin-1-yl) methyl)-3-azaspiro[5.5]undecane-3-carboxylate C1=CC=CC=2C3=CC=CC=C3C(C12)COC(=O)N1CCN(CC1)CC1CCC2(CCN(CC2)C(=O)OCC2=CC=CC=C2)CC1